chloro-N-(1-ethyl-2-oxo-1,2-dihydrobenzo[cd]indol-6-yl)-4-fluorobenzenesulfonamide ClC1=C(C=CC(=C1)F)S(=O)(=O)NC=1C=2C3=C(C(N(C3=CC1)CC)=O)C=CC2